C(C1=CC=CC=C1)NC1=C(C(C1=O)=O)NCC(=O)OC(C)(C)C tert-butyl 2-{[2-(benzylamino)-3,4-dioxocyclobut-1-en-1-yl]amino}acetate